(2S,4r)-1-[(2S)-2-(4-cyclopropyl-triazol-1-yl)-3,3-dimethyl-butyryl]-4-hydroxy-N-[(3-isopropyl-isoxazol-4-yl)methyl]pyrrolidine-2-carboxamide C1(CC1)C=1N=NN(C1)[C@H](C(=O)N1[C@@H](C[C@H](C1)O)C(=O)NCC=1C(=NOC1)C(C)C)C(C)(C)C